2-amino-6-fluorothiazolo[5,4-b]pyridin-5-ol hydrobromide Br.NC=1SC2=NC(=C(C=C2N1)F)O